BrC(CO)=C(CO)Br 2,3-dibromo-2-buten-1,4-diol